(methyl-d3)hydrazine-1-carboxylic acid tert-butyl ester C(C)(C)(C)OC(=O)N(N)C([2H])([2H])[2H]